OC=1C(=NC(=CN1)C1=C(C=C(C=C1C)C(F)(F)F)OC)NC(=O)N1CC=2C=NC(=CC2C1)OC N-[3-hydroxy-6-[2-methoxy-6-methyl-4-(trifluoromethyl)phenyl]pyrazin-2-yl]-6-methoxy-1,3-dihydropyrrolo[3,4-c]pyridine-2-carboxamide